octenamid C(C=CCCCCC)(=O)N